Z-amyl carbamate C(N)(OCCCCC)=O